2'-hydroxyl-guanosine OC1([C@@H](O[C@@H]([C@H]1O)CO)N1C=NC=2C(=O)NC(N)=NC12)O